N[C@@H](C)C1=C(NC2=C(C=CC=C2C1=O)Cl)C1=CC=CC=C1 (S)-3-(1-aminoethyl)-8-chloro-2-phenylquinolin-4(1H)-one